FC(OC1=C(C=CC=C1)[C@@H]1CCN2N1C=1C=C(C=CC1C2=O)C=2C=NC(=NC2)C(C)(C)O)F (S)-3-(2-(difluoromethoxy)phenyl)-6-(2-(2-hydroxy-prop-2-yl)pyrimidin-5-yl)-2,3-dihydropyrazolo[1,2-a]indazol-9(1H)-one